5-(tertiary butyl)-2-iodoisophthalic acid C(C)(C)(C)C=1C=C(C(=C(C(=O)O)C1)I)C(=O)O